tert-butyl-4-(3-(6-(3,5-dimethoxyphenyl)-2-(methylthio)-7-oxopyrido[2,3-d]pyrimidin-8(7H)-yl)propyl)piperazine-1-carboxylate C(C)(C)(C)OC(=O)N1CCN(CC1)CCCN1C(C(=CC2=C1N=C(N=C2)SC)C2=CC(=CC(=C2)OC)OC)=O